2-(4-chlorobutyl)-5-phenylpyridazin-3(2H)-one ClCCCCN1N=CC(=CC1=O)C1=CC=CC=C1